2-(2,6-dioxopiperidin-3-yl)-5-((2-(6-(4-(quinoxalin-2-yl)-1H-pyrazol-1-yl)spiro[3.3]heptan-2-yl)ethyl)amino)isoindoline-1,3-dione O=C1NC(CCC1N1C(C2=CC=C(C=C2C1=O)NCCC1CC2(C1)CC(C2)N2N=CC(=C2)C2=NC1=CC=CC=C1N=C2)=O)=O